(1,2,4-triisopropylcyclopentadienyl)tris(methylethylamino)zirconium C(C)(C)C1(C(=CC(=C1)C(C)C)C(C)C)[Zr](N(C)CC)(N(C)CC)N(CC)C